S1C(=CC=C1)C1=NC(=NC(=N1)C=1SC=CC1)NCC1=C(N=NN1C)C1=CC=C(C(=N1)C)OC1CC(CCC1)C(=O)O 3-((6-(5-(((4,6-di(thiophen-2-yl)-1,3,5-triazin-2-yl)amino)methyl)-1-methyl-1H-1,2,3-triazol-4-yl)-2-methyl-pyridin-3-yl)oxy)cyclohexane-1-carboxylic acid